4,9-dibromo-6,7-bis(4-(octyloxy)phenyl)-[1,2,5]thiadiazolo[3,4-g]quinoxaline BrC=1C=2C(C(=C3N=C(C(=NC13)C1=CC=C(C=C1)OCCCCCCCC)C1=CC=C(C=C1)OCCCCCCCC)Br)=NSN2